C1NCC12CCC(CC2)CC2CCN(CC2)C2=NC=C(C(=N2)NC=2C=C1C=C(C(N(C1=CC2)C(C)C)=O)OCC(=O)NC)Cl 2-[(6-[[2-(4-[2-azaspiro[3.5]nonan-7-ylmethyl]piperidin-1-yl)-5-chloropyrimidin-4-yl]amino]-1-isopropyl-2-oxoquinolin-3-yl)oxy]-N-methylacetamide